6-chloro-3-((1-(6-methyl-2-(2-methyl-2H-indazol-5-yl)-4-oxo-4H-chromen-8-yl)ethyl)amino)picolinic acid ClC1=CC=C(C(=N1)C(=O)O)NC(C)C=1C=C(C=C2C(C=C(OC12)C1=CC2=CN(N=C2C=C1)C)=O)C